2-amino-6-(2,3-dimethoxybenzylamino)purine NC1=NC(=C2NC=NC2=N1)NCC1=C(C(=CC=C1)OC)OC